OC=1C(=NC=CC1)C=NO HYDROXY-PYRIDINALDOXIME